F[C@@H]1\C(\C[C@@]2(CC(C[C@H]1N2)C)C)=C/C=2N=CC(=NC2)C2=C(C=C(C=C2)N2C=NC=C2)O 2-(5-((Z)-((1S,4R,5R)-4-fluoro-1,7-dimethyl-9-azabicyclo[3.3.1]nonan-3-ylidene)methyl)pyrazin-2-yl)-5-(1H-imidazol-1-yl)phenol